tetramethyl-disilazane CN([Si](C)(C)C)[SiH3]